N-(2-amino-2,3-dihydro-1H-inden-5-yl)acrylamide NC1CC2=CC=C(C=C2C1)NC(C=C)=O